3-thiazolidinecarboxylic acid S1CN(CC1)C(=O)O